C[C@@H]1N([C@@H](CNC1)C)C(=O)OC(C)(C)C (2s,6r)-tert-butyl 2,6-dimethylpiperazine-1-carboxylate